BrC=1C=C(C=CC1OCC)S(=O)(=O)N(CCC)C 3-Bromo-4-ethoxy-N-methyl-N-propyl-benzenesulfonamide